1-[2-[4-[3-[1-(5-chloropyrimidin-2-yl)-4-piperidyl]propoxy]-2-fluoro-phenyl]acetyl]azetidine-3-carboxylic acid ClC=1C=NC(=NC1)N1CCC(CC1)CCCOC1=CC(=C(C=C1)CC(=O)N1CC(C1)C(=O)O)F